3-{1-[(6-{[({3-fluorobicyclo[1.1.1]pentan-1-yl}methyl)amino]methyl}imidazo[1,2-a]pyridin-2-yl)methyl]-1H-1,2,3-triazol-4-yl}-5-methoxypyridine-2-carboxamide FC12CC(C1)(C2)CNCC=2C=CC=1N(C2)C=C(N1)CN1N=NC(=C1)C=1C(=NC=C(C1)OC)C(=O)N